C1=NC=C(C2=CC=CC=C12)N1C(N(CC1C#N)C1=NC=CC(=N1)C(F)(F)F)=O 3-(isoquinolin-4-yl)-2-oxo-1-(4-(trifluoromethyl)pyrimidin-2-yl)imidazolidine-4-carbonitrile